N(=[N+]=[N-])[C@@](COC)(C)C1=CN=C(C2=CN=C(C=C12)Cl)O[C@@H]1C[C@H](C1)CS(=O)(=O)C 4-((S)-2-azido-1-methoxypropan-2-yl)-6-chloro-1-(trans-3-((methylsulfonyl)methyl)cyclobutoxy)-2,7-naphthyridine